FC=1C=C2C=NC(=NC2=C(C1C1=CC(=CC2=CC=CC(=C12)C#C[Si](C(C)C)(C(C)C)C(C)C)OCOC)F)SC 6,8-difluoro-7-(3-(methoxymethoxy)-8-((triisopropylsilyl)ethynyl)naphthalen-1-yl)-2-(methylthio)quinazoline